IC1=C(N=CN1COCC[Si](C)(C)C)COC 5-iodo-4-(methoxymethyl)-1-((2-(trimethylsilyl)ethoxy)methyl)-1H-imidazole